tert-butyl (4-amino-2-oxo-2,3-dihydro-1H-imidazo[4,5-c]quinolin-1-yl)(4-(pyrrolidin-1-ylmethyl)phenyl)carbamate NC1=NC=2C=CC=CC2C2=C1NC(N2N(C(OC(C)(C)C)=O)C2=CC=C(C=C2)CN2CCCC2)=O